(2-(pyrazin-2-yl)oxazol-5-yl)methanone N1=C(C=NC=C1)C=1OC(=CN1)C=O